2,8-bis(diphenylphosphino)dibenzofuran C1(=CC=CC=C1)P(C1=CC2=C(OC3=C2C=C(C=C3)P(C3=CC=CC=C3)C3=CC=CC=C3)C=C1)C1=CC=CC=C1